(2R,7aS)-7a-(((4-(3-((Tert-butyldiphenylsilyl)oxy)-3-methylazepan-1-yl)-6-chloro-1,3,5-triazin-2-yl)oxy)methyl)-2-fluorohexahydro-1H-pyrrolizine [Si](C1=CC=CC=C1)(C1=CC=CC=C1)(C(C)(C)C)OC1(CN(CCCC1)C1=NC(=NC(=N1)Cl)OC[C@]12CCCN2C[C@@H](C1)F)C